C(C1=CC=CC=C1)OC1(C2=NN=C(C=3C(=CC(=C(N4CCC[C@H]4CC=CCC1)N3)Br)[N+](=O)[O-])O2)C(F)(F)F (12S)-6-(Benzyloxy)-18-bromo-20-nitro-6-(trifluoromethyl)-22-oxa-3,4,16,21-tetraazatetracyclo[15.3.1.12,5.012,16]docosa-1(21),2,4,9,17,19-hexaene